perfluorohexanol methyl-1-[(1-ethylpyrazol-4-yl)methyl]-2-[9-(3-hydroxypropyl)-1,9-diazatricyclo[6.3.1.04,12]dodeca-2,4(12),5,7-tetraen-2-yl]-7-methoxy-benzimidazole-5-carboxylate CC1=C(C=C(C=2N(C(=NC21)C=2N1CCN(C3=CC=CC(C2)=C13)CCCO)CC=1C=NN(C1)CC)OC)C(=O)OC(C(C(C(C(C(F)(F)F)(F)F)(F)F)(F)F)(F)F)(F)F